5-bromo-3-(ethylthio)-2-[6-(trifluoromethyl)-1H-pyrrolo[3,2-b]pyridin-2-yl]pyridine BrC=1C=C(C(=NC1)C1=CC2=NC=C(C=C2N1)C(F)(F)F)SCC